NC1=NN2C(C=C(C=C2)C=2C=C(C(=NC2)OC)C(=O)NCC2=C(C=CC(=C2)F)OCC2CCCC2)=N1 5-{2-amino-[1,2,4]triazolo[1,5-a]pyridin-7-yl}-N-{[2-(cyclopentylmethoxy)-5-fluorophenyl]methyl}-2-methoxypyridine-3-carboxamide